N=S(=O)(C1=CC=C(C=C1)[N+](=O)[O-])C imino(methyl)(4-nitrophenyl)-λ6-sulfanone